O1N=CCC1O 4,5-dihydro-1,2-oxazol-5-ol